2'-ethoxy-5-[(2R)-4-[6-ethoxy-2-(trifluoromethyl)pyridine-3-carbonyl]-2-ethylpiperazin-1-yl]-6-[(3R)-pyrrolidin-3-yloxy]-2,3'-bipyridine C(C)OC1=NC=CC=C1C1=NC(=C(C=C1)N1[C@@H](CN(CC1)C(=O)C=1C(=NC(=CC1)OCC)C(F)(F)F)CC)O[C@H]1CNCC1